(6-chloro-7-fluoro-4-hexyl-1H-indol-2-yl)(4-(5-fluoro-3-methoxypyridin-2-yl)piperazin-1-yl)methanone ClC1=CC(=C2C=C(NC2=C1F)C(=O)N1CCN(CC1)C1=NC=C(C=C1OC)F)CCCCCC